C(N)(=O)C(CCC(=O)OC)N1C(C2=CC=CC(=C2C1)O)=O methyl 4-carbamoyl-4-(4-hydroxy-1-oxo-1,3-dihydro-isoindol-2-yl)-butyrate